ClC1=C(C=CC(=C1)Cl)N1N=NN=C1SCC(=O)C1=CC(=C(C=C1)O)O 2-((1-(2,4-dichlorophenyl)-1H-tetrazol-5-yl)thio)-1-(3,4-dihydroxyphenyl)ethan-1-one